FC1=C(C=CC=C1)C=1C=CC(=NC1)OC1CN(C1)C(=O)NC=1N=NC=CC1 3-{[5-(2-Fluorophenyl)pyridin-2-yl]oxy}-N-(pyridazin-3-yl)azetidine-1-carboxamide